Vinyl-Furan C(=C)C=1OC=CC1